4-methyl-5-((7-methyl-8-oxo-9-(tetrahydro-2H-pyran-4-yl)-8,9-dihydro-7H-purin-2-yl)Amino)picolinonitrile CC1=CC(=NC=C1NC1=NC=C2N(C(N(C2=N1)C1CCOCC1)=O)C)C#N